CC1(CN(CCN1)C(=O)OCC1=CC=CC(=C1)CN1C(C2=CC=CC=C2C1=O)=O)C 5-[(1,3-dioxoisoindolin-2-yl) methyl]-benzyl 3,3-dimethyl-piperazine-1-carboxylate